C(C1=CC=CC=C1)OCC1=CC(=C(N)C=C1)C 4-((benzyloxy)methyl)-2-methylaniline